ClC1=C2C(=NC=C1C#CC1=CC=C(C=C1)F)NC=C2 4-chloro-5-((4-fluorophenyl)ethynyl)-1H-pyrrolo[2,3-b]Pyridine